C=1N=C(N2C1C=CC=C2)N2C[C@@H](CCC2)NC(OC(C)(C)C)=O (R)-tert-butyl (1-(imidazo[1,5-a]pyridin-3-yl)piperidin-3-yl)carbamate